(S)-1-(3-fluorophenyl)propane-1-amine FC=1C=C(C=CC1)[C@H](CC)N